BrC=1C=C2C(C3=C(CCN(CC3)CCOC)C(C2=CC1Br)=O)=O 8,9-dibromo-3-(2-methoxyethyl)-2,3,4,5-tetrahydro-1H-naphtho[2,3-d]azepine-6,11-dione